C(#N)C1=CC(=C(C=C1)COC1=CC=CC(=N1)C1=CC(=C(C=C1F)CC=1N(C2=C(N1)C=CC(=C2)C(=O)O)C2CC21CC1)F)F 2-[[4-[6-[(4-cyano-2-fluoro-phenyl)methoxy]-2-pyridyl]-2,5-difluoro-phenyl]methyl]-3-spiro[2.2]pentan-2-yl-benzimidazole-5-carboxylic acid